Cl.O=C1NC2=CC=CC=C2[C@]12C=NC(=C2)C(=O)N (3R,5'S)-2-oxo-spiro[indoline-3,3'-pyrrole]-5'-carboxylic acid amide hydrochloride